tert-butyl 2-(1,2-dihydroxyethyl)-4-[4-fluoro-2-(trifluoromethyl) phenoxy]-5h,6h,7h,8h-pyrido[3,4-d]pyrimidine-7-carboxylate OC(CO)C=1N=C(C2=C(N1)CN(CC2)C(=O)OC(C)(C)C)OC2=C(C=C(C=C2)F)C(F)(F)F